6-(3-(((2-chloropyridin-3-yl)oxy)methyl)piperidin-1-yl)-1-(2,2-difluoroethyl)-1H-pyrazolo[3,4-b]pyrazine ClC1=NC=CC=C1OCC1CN(CCC1)C1=CN=C2C(=N1)N(N=C2)CC(F)F